COC(=O)N1CC=2C3=C(C=CC2CC1)N(C(=N3)[C@H]3C[C@@H](CCC3)C(=O)O)[C@H](CC3=C(C=CC=C3)C)C (1R,3R)-3-[8-(methoxycarbonyl)-3-[(2S)-1-(2-methylphenyl)propan-2-yl]-3H,6H,7H,8H,9H-imidazo[4,5-h]isoquinolin-2-yl]cyclohexane-1-carboxylic acid